CN(C(O)=O)C1=NC2=C(N1)C=CC(=C2)SC2=CC=C(C=C2)F.C(C)(C)(C)N2CCN(CC2)CC2CCNCC2 tert-butyl-4-(piperidin-4-ylmethyl)piperazine methyl-5-(4-fluorophenylthio)-1H-benzo[d]imidazol-2-ylcarbamate